FC1=CC=C(C=C1)C1=NOC(=N1)N1CCN(CC1)C(=O)NCCCN1CCC(CC1)CC1=NC=CC=C1 4-(3-(4-Fluorophenyl)-1,2,4-oxadiazol-5-yl)-N-(3-(4-(pyridin-2-ylmethyl)piperidin-1-yl)propyl)piperazine-1-carboxamide